methyl 3-chloro-2-cyano-4,4,4-trifluorobut-2-enoate ClC(=C(C(=O)OC)C#N)C(F)(F)F